Cl(=O)[O-].[Na+] sodium chlorite